BrCC(=O)NCCOCCOCC(=O)N[C@H](C(=O)NC(C(=O)O)CC)CCC(=O)O 2-[(S)-2-(2-{2-[2-(2-bromo-acetylamino)-ethoxy]-ethoxy}-acetylamino)-4-carboxy-butyrylamino]-butyric acid